2-(3,5-bis(trifluoromethyl)pyridin-2-yl)-N-(4-fluorophenyl)-N-(prop-2-yn-1-yl)acetamide FC(C=1C(=NC=C(C1)C(F)(F)F)CC(=O)N(CC#C)C1=CC=C(C=C1)F)(F)F